FC1(CN[C@@H]2[C@H]1N(N(C2)CC(F)(F)F)CCC(C(=O)OC(C)(C)C)(C)C)F tert-butyl 4-((cis)-6,6-difluoro-2-(2,2,2-trifluoroethyl) hexahydropyrrolo[3,2-c]pyrazol-1(2H)-yl)-2,2-dimethylbutyrate